C(C)(C)C1=C2C=C(N=CC2=C(C=C1)N1[C@@H]([C@H](C1)CS(=O)(=O)C)C)N 5-isopropyl-8-((2R,3S)-2-methyl-3-(methylsulfonylmethyl)azetidin-1-yl)isoquinolin-3-amine